ClC1=C(C=CC=C1Cl)N1CCN(CC1)CCC1CC(C1)NC(=O)C1=CC=NO1 N-(3-(2-(4-(2,3-Dichlorophenyl)piperazin-1-yl)ethyl)cyclobutyl)isoxazole-5-carboxamide